CC1(C(=O)NC(C1)=O)C1=CC=CC=C1 methyl-α-phenylsuccinimide